N-(4-((2-(1,1-difluoroethyl)pyrimidin-4-yl)amino)-5-(5-methyl-4,5,6,7-tetrahydrothiazolo[5,4-c]pyridin-2-yl)pyridin-2-yl)acetamide FC(C)(F)C1=NC=CC(=N1)NC1=CC(=NC=C1C=1SC=2CN(CCC2N1)C)NC(C)=O